NC1=NC=NC=2NC3=CC=C(C=C3C21)C(=O)OC methyl 4-amino-9H-pyrimido[4,5-b]indole-6-carboxylate